2,4,6-trifluoro-toluene FC1=C(C)C(=CC(=C1)F)F